C(C)(C)C1=C(C=CC=C1)NC(N)=O 3-(2-isopropylphenyl)urea